C(CCC)OC1=C(C(=O)NC2=CC(=CC=C2)C(=O)N2CCCCC2)C=CC=C1 2-butoxy-N-(3-(piperidine-1-carbonyl)phenyl)benzamide